2-(cyclohexylformyl)-2,3,6,7-tetrahydro-4H-pyrazino[2,1-a]isoquinoline-4-one C1(CCCCC1)C(=O)N1C=C2N(CCC3=CC=CC=C23)C(C1)=O